2,2,5-trimethylhexane CC(C)(CCC(C)C)C